diethyl 2-(3-Nitropyridin-2-yl)malonate [N+](=O)([O-])C=1C(=NC=CC1)C(C(=O)OCC)C(=O)OCC